C(C)[C@H]1N(CCN(C1)C(C1=C(C=CC(=C1)CN1C(NC(C(=C1)CC)=O)=O)F)=O)C1=CC=C(C(=O)NC)C=C1 (R)-4-(2-ethyl-4-(5-((5-ethyl-2,4-dioxo-3,4-dihydropyrimidin-1(2H)-yl)methyl)-2-fluorobenzoyl)piperazin-1-yl)-N-methylbenzamide